1-(4-methoxyphenyl)-N-[[2-(1-piperidinyl)-4-pyridinyl]methyl]methylamine COC1=CC=C(C=C1)CNCC1=CC(=NC=C1)N1CCCCC1